Distearyldimethyl-ammonium chlorid sodium [Na].[Cl-].C(CCCCCCCCCCCCCCCCC)[N+](C)(C)CCCCCCCCCCCCCCCCCC